N-(4-bromothiazol-2-yl)-5-fluoropyridinamide BrC=1N=C(SC1)NC(=O)C1=NC=C(C=C1)F